C(#C)C=1C(=C(C(=CC1)OC)C1=CC(=NC=C1C(=O)O)C)F 4-(3-ethynyl-2-fluoro-6-methoxyphenyl)-6-methylnicotinic acid